OC=1NC=2N(C(C1C1=CC3=C(N=C(S3)C)C=C1)=O)N=C(C2C2=CC=CC=C2)C2=CC=CC=C2 5-hydroxy-6-(2-methylbenzo[d]thiazol-6-yl)-2,3-diphenylpyrazolo[1,5-a]pyrimidin-7(4H)-one